4-amino-N-[(1S)-1-(4-bromophenyl)-2,2,2-trifluoroethyl]cyclohexane-1-carboxamide hydrochloride Cl.NC1CCC(CC1)C(=O)N[C@H](C(F)(F)F)C1=CC=C(C=C1)Br